tert-butyl 3-(3-fluoro-4-nitrobenzoyl)-4-oxopiperidine-1-carboxylate FC=1C=C(C(=O)C2CN(CCC2=O)C(=O)OC(C)(C)C)C=CC1[N+](=O)[O-]